(4-methoxy-3-pyridyl)boronic acid COC1=C(C=NC=C1)B(O)O